N1CNCC2=CC=CC=C12 2,4-dihydroquinazoline